[14C](#N)C=1NC=CC1C#N 2-[cyano-14C]Cyanopyrrole